1,3,5-Trifluoro-2-nitrobenzene FC1=C(C(=CC(=C1)F)F)[N+](=O)[O-]